N-[(2S,3R)-2-[(3'-chloro-2-fluoro[1,1'-biphenyl]-3-yl)methyl]-4,4-difluoro-1-(oxetane-2-carbonyl)pyrrolidin-3-yl]-ethanesulfonamide ClC=1C=C(C=CC1)C1=C(C(=CC=C1)C[C@@H]1N(CC([C@@H]1NS(=O)(=O)CC)(F)F)C(=O)C1OCC1)F